2-(pyridazin-3-yl)-6-(thiazole-5-carbonyl)-2,6-diazaspiro[3.4]octane-8-carboxylic acid N1=NC(=CC=C1)N1CC2(C1)CN(CC2C(=O)O)C(=O)C2=CN=CS2